N-[(1R)-1-(5-bromothiophen-2-yl)ethyl]-2-methyl-6-(pyrrolidin-1-yl)quinazolin-4-amine BrC1=CC=C(S1)[C@@H](C)NC1=NC(=NC2=CC=C(C=C12)N1CCCC1)C